N-((2-chloro-6-((4,4-difluorocyclohexyl)amino)pyridin-4-yl)methyl)acetamide ClC1=NC(=CC(=C1)CNC(C)=O)NC1CCC(CC1)(F)F